F[C@@H]1CN(CC[C@@H]1NC1=NN2C(C(=N1)OC)=C(C=C2)C=2C=CC1=C(N(N=N1)CCF)C2)C N-((3R,4S)-3-fluoro-1-methylpiperidin-4-yl)-5-(1-(2-fluoroethyl)-1H-benzo[d][1,2,3]triazol-6-yl)-4-methoxypyrrolo[2,1-f][1,2,4]triazin-2-amine